methyl 2-((S)-1-(2-ethyl-6-(1-methyl-5-(((methyl(propyl)carbamoyl)oxy)methyl)-1H-1,2,3-triazol-4-yl)pyridin-3-yl)pyrrolidin-3-yl)butanoate C(C)C1=NC(=CC=C1N1C[C@@H](CC1)C(C(=O)OC)CC)C=1N=NN(C1COC(N(CCC)C)=O)C